o-toluenesulfonic acid amide CC=1C(=CC=CC1)S(=O)(=O)N